8-(4-Isopropylphenyl) guanosine-5'-monophosphate P(=O)(O)(O)OC[C@@H]1[C@H]([C@H]([C@@H](O1)N1C(=NC=2C(=O)NC(N)=NC12)C1=CC=C(C=C1)C(C)C)O)O